2-[1-(4-ethoxyphenyl)vinyl]hydrazine C(C)OC1=CC=C(C=C1)C(=C)NN